(1S,3S,5S)-2-(N-(4-methoxy-4-oxobutanoyl)-O-phenyl-L-homoseryl-glycyl)-5-methyl-2-azabicyclo[3.1.0]hexane-3-carboxylic acid benzyl ester C(C1=CC=CC=C1)OC(=O)[C@H]1N([C@H]2C[C@]2(C1)C)C(CNC([C@@H](NC(CCC(=O)OC)=O)CCOC1=CC=CC=C1)=O)=O